ethyl 4-azido-2-((4-bromophenyl) amino)-3-methyl-3-phenylbutyrate N(=[N+]=[N-])CC(C(C(=O)OCC)NC1=CC=C(C=C1)Br)(C1=CC=CC=C1)C